C(C1=CC=CC=C1)(=O)C=1C=C(\C=C/2\C(=C(C3=CC(=CC=C23)F)CC(=O)O)C)C=CC1 (Z)-2-(1-(3-Benzoylbenzylidene)-5-fluoro-2-methyl-1H-inden-3-yl)acetic acid